3-(1-Bromoethyl)-4-fluorobenzenesulfonyl chloride BrC(C)C=1C=C(C=CC1F)S(=O)(=O)Cl